C(CC#C)[N-]C(=O)O (3-butynyl)-carboxyamide